4-Phosphaundec-10-en-1-aminium C(CCPCCCCCC=C)[NH3+]